1-(4-fluorophenyl)-2-oxo-1,2-dihydropyridin-3-carboxamide FC1=CC=C(C=C1)N1C(C(=CC=C1)C(=O)N)=O